BrC1=CC(=C(C=C1)SCC)I (4-bromo-2-iodophenyl)(ethyl)sulfane